C1CC=C(C1)F Fluorocyclopentene